C(C)(C)(C)OC(NCC=1C(=C2N=CC=NC2=C(C1)C1=CC=C(C=C1)OC(F)(F)F)C(C)O)=O ((5-(1-hydroxyethyl)-8-(4-(trifluoromethoxy)phenyl)quinoxalin-6-yl)methyl)carbamic acid tert-butyl ester